1-(isopropylsulfonyl)-4-phenyl-1,2,3-triazole C(C)(C)S(=O)(=O)N1N=NC(=C1)C1=CC=CC=C1